nitrilo-acetic acid N#CC(=O)O